6-((3-(6-chloropyridin-3-yl)-5-cyclopropylisoOxazol-4-yl)methoxy)-N-(3-methyloxetan-3-yl)pyridazine-3-carboxamide ClC1=CC=C(C=N1)C1=NOC(=C1COC1=CC=C(N=N1)C(=O)NC1(COC1)C)C1CC1